1-(2,4-difluorophenyl)-2-(1H-1,2,4-Triazol-1-yl)-1-[1-(4-chloro-2,6-difluorophenoxy)cyclopropyl]ethanol FC1=C(C=CC(=C1)F)C(CN1N=CN=C1)(O)C1(CC1)OC1=C(C=C(C=C1F)Cl)F